1-phenoxy-2-(4-methylphenoxy)ethane O(C1=CC=CC=C1)CCOC1=CC=C(C=C1)C